methyl (3-methyl-4-phenoxybenzoyl)glycinate CC=1C=C(C(=O)NCC(=O)OC)C=CC1OC1=CC=CC=C1